N1=CC=C(C=C1)[C@H](C)N (S)-1-(pyridin-4-yl)ethan-1-amine